C(CCCCCCC\C=C/C\C=C/CCCCC)(=O)OCCCCCCCCCCCCCCCCCCCCCCCC lignoceryl linoleate